Methyl (2S)-5-[bis[2-(tert-butoxycarbonylamino)ethyl]amino]-2-(tert-butoxycarbonylamino)-5-oxo-pentanoate C(C)(C)(C)OC(=O)NCCN(C(CC[C@@H](C(=O)OC)NC(=O)OC(C)(C)C)=O)CCNC(=O)OC(C)(C)C